ClC1C(C1)N1NCNC1C1=C(C=CC=C1)Cl 2-(2-chlorocyclopropyl)-3-(2-chlorophenyl)-1,2,4-triazolidine